BrC=1C=C2C=C(C(N(C2=NC1)CC1=CC=C(C=C1)F)=O)C(=O)N[C@H](C)C1=CC=C(C=C1)F (R)-6-bromo-1-(4-fluorophenylmethyl)-N-(1-(4-fluorophenyl)ethyl)-2-oxo-1,2-dihydro-1,8-naphthyridine-3-carboxamide